2-octyldodecyl 2-methyl-10-(6-((2-octyldodecyl) oxy)-6-oxohexyl)-6-oxo-7-oxa-2,5,10-triazahexadecan-16-oate CN(C)CCNC(OCCN(CCCCCC(=O)OCC(CCCCCCCCCC)CCCCCCCC)CCCCCC(=O)OCC(CCCCCCCCCC)CCCCCCCC)=O